4-((4-((3-(2,4-dioxotetrahydropyrimidin-1(2H)-yl)pyridin-4-yl)methyl)piperazin-1-yl)methyl)-N-(4-methyl-3-((4-(pyridin-3-yl)pyrimidin-2-yl)amino)phenyl)benzamide O=C1N(CCC(N1)=O)C=1C=NC=CC1CN1CCN(CC1)CC1=CC=C(C(=O)NC2=CC(=C(C=C2)C)NC2=NC=CC(=N2)C=2C=NC=CC2)C=C1